tert-butyl 2-((2-(3-((2-methoxy-4-(methylsulfonyl)phenyl)amino)prop-1-yn-1-yl)-3-(2,2,2-trifluoroethyl)benzo[b]thiophen-7-yl)amino)-7-azaspiro[3.5]nonane-7-carboxylate COC1=C(C=CC(=C1)S(=O)(=O)C)NCC#CC1=C(C2=C(S1)C(=CC=C2)NC2CC1(C2)CCN(CC1)C(=O)OC(C)(C)C)CC(F)(F)F